C1N(CC12CNC[C@H]2C(=O)OCC)C(=O)OC(C)(C)C 2-(tert-butyl) 8-ethyl (S)-2,6-diazaspiro[3.4]octane-2,8-dicarboxylate